(2R)-2-(3-bromophenoxy)butane-1,4-diol BrC=1C=C(O[C@@H](CO)CCO)C=CC1